O1C(=CC2=C1C=CC=C2)C(=O)C2=CC=C(C=C2)Cl benzofuran-2-yl-(4-chlorophenyl)methanone